BrC1=NN(C(=C1)C1=CC(CC1)=O)C(C)C 3-(3-bromo-1-isopropyl-1H-pyrazol-5-yl)cyclopent-2-enone